(((9aR,10S)-10-((R)-(2,3-difluorophenyl)(phenyl)methyl)-3,5-dioxo-3,5,8,9,9a,10-hexahydro-7H-pyrrolo[1',2':4,5]pyrazino[1,2-b]pyridazin-4-yl)oxy)methyl diethylcarbamate C(C)N(C(OCOC1=C2N(N=CC1=O)[C@H]([C@@H]1N(C2=O)CCC1)[C@H](C1=CC=CC=C1)C1=C(C(=CC=C1)F)F)=O)CC